(1R,2S,3R)-N-(8-amino-7-fluoro-6-(4-methylpyridin-3-yl)isoquinolin-3-yl)-2-methyl-3-(1-methyl-1H-pyrazol-4-yl)cyclopropanecarboxamide NC=1C(=C(C=C2C=C(N=CC12)NC(=O)[C@@H]1[C@H]([C@H]1C=1C=NN(C1)C)C)C=1C=NC=CC1C)F